1-(4-(trifluoromethyl)phenyl)-1H-imidazole-4-carboxylic acid FC(C1=CC=C(C=C1)N1C=NC(=C1)C(=O)O)(F)F